tert-butyl((1r,4r)-4-(2-(1H-imidazol-1-yl)-5H-pyrrolo[3,2-d]pyrimidine-4-carboxamido)cyclohexyl)carbamate C(C)(C)(C)OC(NC1CCC(CC1)NC(=O)C=1C2=C(N=C(N1)N1C=NC=C1)C=CN2)=O